N-((5-(5-(difluoromethyl)-1,3,4-oxadiazol-2-yl)pyridin-2-yl)methyl)-N-(3-(trifluoromethyl)phenyl)methanesulfonamide FC(C1=NN=C(O1)C=1C=CC(=NC1)CN(S(=O)(=O)C)C1=CC(=CC=C1)C(F)(F)F)F